6',8'-dichloro-1-{2-[1-(3-hydroxy-3-methylcyclobutyl)-7-(trifluoromethyl)-1H-1,3-benzimidazol-5-yloxy]ethyl}-1'H,4'H-spiro[piperidine-4,3'-quinolin]-2'-one ClC=1C=C2CC3(C(NC2=C(C1)Cl)=O)CCN(CC3)CCOC3=CC1=C(N(C=N1)C1CC(C1)(C)O)C(=C3)C(F)(F)F